BrC1=C2CCCOC2=C(C=C1)C[C@@H](C(=O)OC)NC(C1=C(C=C(C=C1F)NS(=O)(=O)C1=CC=C(C=C1)C1=CC(=NC=C1)F)F)=O methyl (S)-3-(5-bromochroman-8-yl)-2-(2,6-difluoro-4-((4-(2-fluoro pyridin-4-yl)phenyl)sulfonamido)benzamido)propanoate